8-((2S,6S)-2,6-dimethylpiperazin-1-yl)-3-(8-methylnaphthalen-1-yl)-6-(((S)-1-methylpyrrolidin-2-yl)methoxy)-2-(trifluoromethyl)pyrimido[5,4-d]pyrimidin-4(3H)-one C[C@@H]1N([C@H](CNC1)C)C1=NC(=NC2=C1N=C(N(C2=O)C2=CC=CC1=CC=CC(=C21)C)C(F)(F)F)OC[C@H]2N(CCC2)C